FC(C(=O)O)(F)F.CC1=C(C=C(C=C1)NC(=O)N1C2CNCC1C2)C2=NC=CC=C2 N-[4-methyl-3-(2-pyridinyl)phenyl]-3,6-diazabicyclo[3.1.1]heptane-6-carboxamide trifluoroacetate